3-[(1R)-1-(5,7-difluoro-3-methyl-1-benzofuran-2-yl)-2,2,2-trifluoroethyl]-1-(2-{[(2R)-1-methanesulfonylpropan-2-yl]amino}pyrimidin-5-yl)urea FC=1C=C(C2=C(C(=C(O2)[C@H](C(F)(F)F)NC(NC=2C=NC(=NC2)N[C@@H](CS(=O)(=O)C)C)=O)C)C1)F